ClC1=CC(=NC(=N1)C(F)(F)F)N[C@@H]1[C@@H]2[C@H]([C@H](OC1)CO)OC(O2)(C)C ((3aR,4R,7S,7aR)-7-((6-chloro-2-(trifluoromethyl)pyrimidin-4-yl)amino)-2,2-dimethyltetrahydro-4H-[1,3]dioxolo[4,5-c]pyran-4-yl)methanol